6-methyl-2-(6-((1-((2-(trimethylsilyl)ethoxy)methyl)-1H-pyrazolo[4,3-c]pyridin-6-yl)amino)pyrimidin-4-yl)-2-azaspiro[3.3]heptan-6-ol CC1(CC2(CN(C2)C2=NC=NC(=C2)NC2=CC3=C(C=N2)C=NN3COCC[Si](C)(C)C)C1)O